FC(C(=O)[O-])(F)F.COC(=O)C=1N(C=[N+](C1)C)CC1=CC=CC=C1.C(C)(=O)OI(C=1C=NC=CC1)OC(C)=O 3-(diacetoxyiodo)pyridine methyl-3-benzyl-1-methylimidazol-1-ium-4-carboxylate trifluoroacetate